(2-fluoro-4-(6-(1-methyl-1H-pyrazol-4-yl)pyrazolo[1,5-a]pyridin-4-yl)phenyl)methylamine dihydrochloride Cl.Cl.FC1=C(C=CC(=C1)C=1C=2N(C=C(C1)C=1C=NN(C1)C)N=CC2)CN